S(Cl)Cl thio Chloride